C(C)(C)(C)OC(=O)N1[C@@H](CN(C[C@@H]1C)C1=NC=C(C(=N1)OCC)C(NC1=CC2=CN(N=C2C(=C1)F)C)=O)C (2R,6S)-4-(4-ethoxy-5-((7-fluoro-2-methyl-2H-indazol-5-yl)carbamoyl)pyrimidin-2-yl)-2,6-dimethylpiperazine-1-carboxylic acid tert-butyl ester